N=1CNCC(C1)=O pyrimidin-5(3H)-one